BrC1=C(C[C@@H](C(=O)OC)[C@@H](C)NC(=O)OC(C)(C)C)C=C(C=C1)C (2R,3R)-methyl 2-(2-bromo-5-methylbenzyl)-3-((tert-butoxycarbonyl)amino)butanoate